C1(CC1)CC(=O)N1CCC2(C(C2)CNC(=O)C2=CC=3C(=CN=CC3)O2)CC1 N-[[6-(2-cyclopropylacetyl)-6-azaspiro[2.5]octan-2-yl]methyl]furo[2,3-c]pyridine-2-carboxamide